3-(2-(4-((3-methoxybenzyl)(3-(4-methylpiperazin-1-yl)benzyl)amino)benzyloxy)ethoxy)-N,N-dimethylaniline COC=1C=C(CN(C2=CC=C(COCCOC=3C=C(N(C)C)C=CC3)C=C2)CC2=CC(=CC=C2)N2CCN(CC2)C)C=CC1